FC(C(C(=O)N1C[C@H]2OC3=C([C@@H]1C2)C=NC=C3C#N)(C)C)F (2S,5S)-4-(3,3-difluoro-2,2-dimethylpropanoyl)-2,3,4,5-tetrahydro-2,5-methanopyrido[3,4-f][1,4]oxazepine-9-carbonitrile